C1(CC1)C(=O)NC1=CC(=C(N=N1)C(=O)NC([2H])([2H])[2H])NC1=C(C(=CC=C1)C=1N=COC1)OC 6-(cyclopropanecarboxamido)-4-((2-methoxy-3-(oxazol-4-yl)phenyl)amino)-N-(methyl-d3)pyridazine-3-carboxamide